CC(C)(C)OC(=O)N1CCC[C@H](C1)CO (R)-1-N-Boc-3-hydroxymethyl-piperidine